3,3'-dimethyl-4,5'-diaminobiphenyl CC=1C=C(C=CC1N)C1=CC(=CC(=C1)N)C